(R)-N-[(5S)-1'-(7-bromo-6-methyl-pyrazolo[1,5-a]pyrazin-4-yl)spiro[5,7-dihydro-cyclopenta[b]pyridin-6,4'-piperidin]-5-yl]-2-methyl-propane-2-sulfinamide BrC1=C(N=C(C=2N1N=CC2)N2CCC1(CC2)[C@@H](C=2C(=NC=CC2)C1)N[S@](=O)C(C)(C)C)C